3-(4-fluorobenzoyl)propanoic acid FC1=CC=C(C(=O)CCC(=O)O)C=C1